2-(3,5-Dimethyl-2-(2-(4-methylpiperazin-1-yl)ethoxy)benzyl)benzonitrile CC=1C(=C(CC2=C(C#N)C=CC=C2)C=C(C1)C)OCCN1CCN(CC1)C